tert-Butyl (S)-2-((S)-5-chloro-6-fluoro-2-phenyl-2,3-dihydrobenzofuran-2-yl)pyrrolidine-1-carboxylate ClC=1C(=CC2=C(C[C@](O2)(C2=CC=CC=C2)[C@H]2N(CCC2)C(=O)OC(C)(C)C)C1)F